CC1(CCCC=2CC[C@H](CC12)C=O)C |r| (+-)-8,8-Dimethyl-1,2,3,4,5,6,7,8-octahydro-2-naphthaldehyde